BrC1=C(C=C(C=C1)S(=O)(=O)C)Cl 1-bromo-2-chloro-4-(methylsulfonyl)benzene